1-amino-3-[4-(trifluoromethyl)phenyl]propan-2-one hydrochloride Cl.NCC(CC1=CC=C(C=C1)C(F)(F)F)=O